CCCCCCCCCCCCCC(=O)O[C@H](CCCCCCCCCCC)CC(=O)O[C@@H]1[C@H]([C@@H](O[C@@H]([C@H]1OP(=O)(O)O)CO[C@@]2(C[C@H]([C@H]([C@H](O2)[C@@H](CO)O)O)O[C@@]3(C[C@H]([C@H]([C@H](O3)[C@@H](CO)O)O)O)C(=O)O)C(=O)O)OC[C@@H]4[C@H]([C@@H]([C@H]([C@H](O4)OP(=O)(O)OP(=O)(O)O)NC(=O)C[C@@H](CCCCCCCCCCC)O)OC(=O)C[C@@H](CCCCCCCCCCC)O)O)NC(=O)C[C@@H](CCCCCCCCCCC)OC(=O)CCCCCCCCCCC The molecule is a lipid A derivative, comprising lipid A glycosylated with two 3-deoxy-D-manno-octulosonic acid (KDO) residues and having a diphosphate in place of the phosphate group at position 1 It is a member of lipid As, a dodecanoate ester and a tetradecanoate ester. It derives from a lipid A (E. coli). It is a conjugate acid of a (Kdo)2-lipid A 1-diphosphate(7-) (E. coli).